tri-hydroxyethyl-cyanuric acid OC(CN1C(=O)NC(=O)NC1=O)(O)O